(6,6,7,7,8,8,8-heptafluoro-2,2-dimethyl-3,5-octanedione) silver (I) [Ag+].FC(C(CC(C(C)(C)C)=O)=O)(C(C(F)(F)F)(F)F)F